COC1=C(C=C(N)C=C1)N1CCOCC1 4-methoxy-3-morpholinyl-aniline